5-chloro-2-methyl-8-(3-methylphenyl)imidazo[1,2-a]pyrazin-6-amine ClC1=C(N=C(C=2N1C=C(N2)C)C2=CC(=CC=C2)C)N